thithiane S1SCCCC1